(1-amino-N-((2r,3s)-3-hydroxy-4-oxo-1-phenyl-4-((pyridin-2-ylmethyl)amino)butan-2-yl)cyclobutane-1-carboxamide) hydrochloride Cl.NC1(CCC1)C(=O)N[C@H](CC1=CC=CC=C1)[C@@H](C(NCC1=NC=CC=C1)=O)O